O=C1OCC(O1)CNC1=CC(=CC=C1)NCC1OC(OC1)=O N,N'-di[(2-oxo-1,3-dioxolan-4-yl)methyl]-1,3-phenylenediamine